magnesium 2-(sec-butyl)-2-phenylpropionate C(C)(CC)C(C(=O)[O-])(C)C1=CC=CC=C1.[Mg+2].C(C)(CC)C(C(=O)[O-])(C)C1=CC=CC=C1